C(CC)(=[Se])O selenopropionic acid